CN(CC)CCOCC(=O)N(CC)C 2-[2-(N-methyl-N-ethyl-amino)ethoxy]-N-methyl-N-ethyl-acetamide